C1(CC(CCCC)O1)=O gamma-heptanolide